COC1=CC=C(COCC2=NN(C(=C2B2OC(C(O2)(C)C)(C)C)C)C)C=C1 3-(((4-methoxybenzyl)oxy)methyl)-1,5-dimethyl-4-(4,4,5,5-tetramethyl-1,3,2-dioxaborolan-2-yl)-1H-pyrazole